4,8-dimethoxy-2,6,8-trimethyl-6H-pyrrolo[2,3-g]quinazolin-7(8H)-one COC1=NC(=NC2=CC3=C(C=C12)N(C(C3(C)OC)=O)C)C